CC1CN(CC(N1)C=1C=NNC1C(F)(F)F)C1=NC(=NC=C1)C1=CN=C2N1C=C(N=C2)C(F)(F)F 3-(4-(3-Methyl-5-(5-(trifluoromethyl)-1H-pyrazol-4-yl)piperazin-1-yl)pyrimidin-2-yl)-6-(trifluoromethyl)imidazo[1,2-a]pyrazine